(S)-3-chloro-5-(((1-(hexadecyloxy)-3-(triphenylmethoxy)prop-2-yl)oxy)Methyl)benzonitrile ClC=1C=C(C#N)C=C(C1)CO[C@@H](COCCCCCCCCCCCCCCCC)COC(C1=CC=CC=C1)(C1=CC=CC=C1)C1=CC=CC=C1